di-tert-butyl({2',4',6'-triisopropyl-3,6-dimethoxy-[1,1'-biphenyl]-2-yl})phosphane C(C)(C)(C)P(C1=C(C(=CC=C1OC)OC)C1=C(C=C(C=C1C(C)C)C(C)C)C(C)C)C(C)(C)C